tert-butyl (S)-3-(tosyloxy)pyrrolidine-1-carboxylate S(=O)(=O)(C1=CC=C(C)C=C1)O[C@@H]1CN(CC1)C(=O)OC(C)(C)C